N'-[(1R)-1-cyclopropyl-2-methoxy-ethyl]-N'-[[5-(trifluoromethyl)-2-pyridyl]methyl]oxamide C1(CC1)[C@H](COC)N(C(C(N)=O)=O)CC1=NC=C(C=C1)C(F)(F)F